3-([1,2,4]triazolo[4,3-c]pyrimidin-7-yl)propyl methanesulfonate CS(=O)(=O)OCCCC1=CC=2N(C=N1)C=NN2